(R)-1-(cyclopropylmethyl)-1,2,3,6-tetrahydropyridin-3-ol C1(CC1)CN1C[C@@H](C=CC1)O